butyl ((4'-((2-(2-fluoropropanyl)-1H-imidazol-1-yl)methyl)-5-isobutyl-[1,1'-biphenyl]-2-yl)sulfonyl)carbamate FC(CC=1N(C=CN1)CC1=CC=C(C=C1)C1=C(C=CC(=C1)CC(C)C)S(=O)(=O)NC(OCCCC)=O)C